ethyl 2-[3-(benzyloxy)-2-(1,3-dioxolan-2-yl)phenyl]-1,3-oxazole-5-carboxylate C(C1=CC=CC=C1)OC=1C(=C(C=CC1)C=1OC(=CN1)C(=O)OCC)C1OCCO1